propargyl acrylate (prop-2-yn-1-yl-acrylate) C(C#C)C(C(=O)O)=C.C(C=C)(=O)OCC#C